[Cl-].C(CCCCCCCCC)[NH+]1C(CCCC1)CCC 1-Decyl-2-propylpiperidinium chlorid